CC1=CC(=NN1)NC1=NC(=CC=2N1N=CC2)NC2CC1CCC(C2)N1CCC#N 3-((3-Exo)-3-((7-((5-methyl-1H-pyrazol-3-yl)amino)pyrazolo[1,5-c]pyrimidin-5-yl)amino)-8-azabicyclo[3.2.1]oct-8-yl)propionitrile